N-[3-Chloro-4-[[1-(piperidin-4-carbonyl)pyrrolidin-3-yl]carbamoyl]phenyl]-5-(2,3-difluoro-4-methoxyphenyl)-1-methylimidazol-2-carboxamid ClC=1C=C(C=CC1C(NC1CN(CC1)C(=O)C1CCNCC1)=O)NC(=O)C=1N(C(=CN1)C1=C(C(=C(C=C1)OC)F)F)C